N-(3-Chloro-2-fluoro-phenyl)-6-fluoro-pyrido[3,4-d]pyrimidin-4-amine ClC=1C(=C(C=CC1)NC=1C2=C(N=CN1)C=NC(=C2)F)F